C(C)(=O)O.N12CCN(CC1)CC2 1,4-diazabicyclo[2.2.2]octane acetate